(1-methyl-1H-indol-6-yl)-methylamine CN1C=CC2=CC=C(C=C12)NC